5-(5-(6-bromohexyloxy)-1,2,3,4-tetrahydronaphthalen-8-yl)benzo[d][1,3]dioxole BrCCCCCCOC1=C2CCCCC2=C(C=C1)C1=CC2=C(OCO2)C=C1